tert-butyl (R)-4-(4-hydroxyphenyl)-2,2-dimethyloxazolidine-3-carboxylate OC1=CC=C(C=C1)[C@H]1N(C(OC1)(C)C)C(=O)OC(C)(C)C